C(CCCCCCCCC(=O)OCCCCCCCC)(=O)OCCC(CCCCCCCCCCOC(CCCCCCC)=O)OC(=O)OCCCN(C)C 1-(3-(((3-(dimethylamino)propoxy)carbonyl)oxy)-13-(octanoyloxy)tridecyl) 10-octyl decanedioate